C(C)(=O)OCCCC=CCCCCC 4-decen-1-yl acetate